[C@@H]1([C@H](O)[C@H](O)[C@@H](O)[C@@H](O1)C)[C@]1(O)[C@H](O)[C@@H](O)[C@H](O)[C@H](O1)CO (6-Deoxy-alpha-L-mannopyranosyl)-β-D-glucopyranose